2-((3S,5S)-5-(4-(azido)phenyl)-1-(4-ethynylbenzyl)piperidin-3-yl)acetic acid N(=[N+]=[N-])C1=CC=C(C=C1)[C@@H]1C[C@H](CN(C1)CC1=CC=C(C=C1)C#C)CC(=O)O